tert-butyl N-[6-[(2S)-2-allylpyrrolidin-1-yl]-2-[5-(1-benzyloxypent-4-enyl)-1,3,4-oxadiazol-2-yl]-5-(trifluoromethyl)-3-pyridyl]carbamate C(C=C)[C@H]1N(CCC1)C1=C(C=C(C(=N1)C=1OC(=NN1)C(CCC=C)OCC1=CC=CC=C1)NC(OC(C)(C)C)=O)C(F)(F)F